C(C=C)(=O)N1CCN(CC1)C1=NC(N2C3=C(C(=C(C=C13)Cl)C1=C(C=C(C=C1)F)F)SC[C@H](C2)OC)=O (3s)-8-(4-acryloylpiperazin-1-yl)-10-chloro-11-(2,4-difluorophenyl)-3-methoxy-3,4-dihydro-2H,6H-[1,4]thiazepino[2,3,4-ij]quinazolin-6-one